tert-butyl-(7-cyano-2,2-dimethyl-5-nitro-2,3-dihydrobenzofuran-6-yl)-2,9-diazaspiro[5.5]undecane-9-carboxylate C(C)(C)(C)C1(NCCCC12CCN(CC2)C(=O)[O-])C2=C(C1=C(CC(O1)(C)C)C=C2[N+](=O)[O-])C#N